Ethyl 2-(5-(2-(3-(methoxymethyl) azetidin-1-yl) ethyl)-2-oxo-4-(trifluoromethyl) pyridin-1(2H)-yl)-4-methylpentanoate COCC1CN(C1)CCC=1C(=CC(N(C1)C(C(=O)OCC)CC(C)C)=O)C(F)(F)F